COC(CCC1=CC2=C(N(C(N2C)=O)C2C(NC(CC2)=O)=O)C=C1)OC 3-[5-(3,3-dimethoxypropyl)-3-methyl-2-oxo-2,3-dihydro-1H-benzimidazol-1-yl]piperidine-2,6-dione